OCCCC(CC#N)(CCCCCCCCCCCC)C1=CC(=CC=C1)OC 2-(3-hydroxypropyl)-2-(3-methoxyphenyl)tetradecanecarbonitrile